(3aS,4S,6aR)-tert-butyl 4-((3-chloro-2,4-difluorophenyl)carbamoyl)-2,2-dimethyl-dihydro-3aH-[1,3]dioxolo[4,5-c]pyrrole-5(4H)-carboxylate ClC=1C(=C(C=CC1F)NC(=O)[C@@H]1[C@H]2[C@@H](CN1C(=O)OC(C)(C)C)OC(O2)(C)C)F